FC(CN1[C@@H](C=2NC3=CC=CC=C3C2C[C@H]1C)C=1SC(=C(C1)F)CC1CN(C1)CCC)(C)C (1S,3R)-2-(2-Fluoro-2-methylpropyl)-1-(4-fluoro-5-((1-propylazetidin-3-yl)methyl)thiophen-2-yl)-3-methyl-2,3,4,9-tetrahydro-1H-pyrido[3,4-b]indole